2-(4-(Tert-butyl)phenyl)-N-((5-(2,6-dioxopiperidin-3-yl)-4-oxo-5,6-dihydro-4H-thieno[3,4-c]pyrrol-1-yl)methyl)-2-oxoacetamide C(C)(C)(C)C1=CC=C(C=C1)C(C(=O)NCC=1SC=C2C1CN(C2=O)C2C(NC(CC2)=O)=O)=O